C(C)OC(C(NNS(=O)(=O)C1=CC=C(C)C=C1)C1=CC=CC=2OCOC21)=O (Z)-2-(benzo[d][1,3]dioxol-4-yl)-2-(2-tosylhydrazino)acetic acid ethyl ester